ClC=1C(=CC=C2C=CC=C(C12)C1=C(C=C2C(=NC(=NC2=C1F)OC[C@]1(C(C1)(F)F)CN(C)C)N1C[C@@](CCC1)(O)C)F)F (3R)-1-(7-(8-chloro-7-fluoronaphthalen-1-yl)-2-(((R)-1-((dimethylamino)methyl)-2,2-difluorocyclopropyl)methoxy)-6,8-difluoroquinazolin-4-yl)-3-methylpiperidin-3-ol